3-(2-methylpyridin-4-yl)-N-((1R,2S)-2-phenylcyclopropyl)-1H-pyrazolo[3,4-b]pyridine-5-amide CC1=NC=CC(=C1)C1=NNC2=NC=C(C=C21)C(=O)N[C@H]2[C@@H](C2)C2=CC=CC=C2